1-(4-amino-9H-pyrimido[4,5-b]indol-6-yl)-3-methylurea NC1=NC=NC=2NC3=CC=C(C=C3C21)NC(=O)NC